tert-Butyl (1R,5S)-3-(7-bromo-2,6,8-trifluoroquinazolin-4-yl)-3,8-diazabicyclo[3.2.1]octane-8-carboxylate BrC1=C(C=C2C(=NC(=NC2=C1F)F)N1C[C@H]2CC[C@@H](C1)N2C(=O)OC(C)(C)C)F